ClC=1C(=C(C=CC1)C=1C(=NNC1)C(C)(C)O)CNC1=C2N=CN(C2=NC(=N1)NC1CCNCC1)C(C)C 2-[[3-chloro-2-[[[9-isopropyl-2-(4-piperidylamino)purin-6-yl]amino]methyl]phenyl]pyrazol-3-yl]propan-2-ol